6-(hydroxymethyl)-5-(2-methoxyethyl)nicotinonitrile OCC1=NC=C(C#N)C=C1CCOC